1-(6-(5-(hydroxymethyl)-1-methyl-1H-1,2,3-triazol-4-yl)-2-methylpyridin-3-yl)piperidine OCC1=C(N=NN1C)C1=CC=C(C(=N1)C)N1CCCCC1